BrC=1C=C(SC1)C(=O)N[C@H](C(=O)NC=1C(N(C=CC1)CC(=O)NC1C2CC3CC(CC1C3)C2)=O)CCC(C(=O)NCC)=O (S)-2-(4-Bromothiophen-2-carboxamido)-N6-ethyl-N1-(1-(2-(2-adamantylamino)-2-oxoethyl)-2-oxo-1,2-dihydropyridin-3-yl)-5-oxohexandiamid